7,9-bis[(4-pyridin-3-yl-1,2,4-triazol-3-yl)amino]-8,9-dihydro-7H-cyclopenta[h]isoquinoline-5-sulfonamide N1=CC(=CC=C1)N1C(=NN=C1)NC1CC(C2=C1C=C(C=1C=CN=CC21)S(=O)(=O)N)NC2=NN=CN2C=2C=NC=CC2